methyl 5-(4-bromo-1H-pyrazol-1-yl)piperidine-2-carboxylate BrC=1C=NN(C1)C1CCC(NC1)C(=O)OC